FC1=C(OC=2N=CC(=NC2)NC([C@H](C)N2CC(N(CC2)C(=O)C2=C3C(=[N+](C=C2)[O-])NN=C3)(C)C)=O)C=CC(=C1)F (S)-4-(4-(1-((5-(2,4-difluorophenoxy)pyrazin-2-yl)amino)-1-oxopropan-2-yl)-2,2-dimethylpiperazine-1-carbonyl)-1H-pyrazolo[3,4-b]pyridine 7-oxide